(2s,4S)-2-((1R,5S,6S)-6-(3-Isobutylphenyl)-3-azabicyclo[3.1.0]hexan-3-carbonyl)-7-oxa-5-azaspiro[3.4]octan-6-on C(C(C)C)C=1C=C(C=CC1)C1[C@@H]2CN(C[C@H]12)C(=O)C1CC2(C1)NC(OC2)=O